C(C)OC(CCC1=CC(=C(C(=C1)N1N=C2C(=N1)C=CC(=C2)Cl)O)C(C)(C)C)=O 3-[3-tert-butyl-5-(5-chlorobenzotriazol-2-yl)-4-hydroxy-phenyl]propanoic acid ethyl ester